3-bromo-4,5,6-trimethylpyridin-2-ol BrC=1C(=NC(=C(C1C)C)C)O